tripropylene glycol di(methylpropionate) CC(C(=O)OC(C)COC(C)COC(C)COC(C(C)C)=O)C